C(C)(C)(C)OC(=O)N[C@@H](CC1=CN(C2=CC=CC=C12)CC)C(=O)OCC ethyl N-(tert-butoxycarbonyl)-1-ethyltryptophanate